NC1=NC=NC=2C3=C(CC(C12)(C)C)C(=C(C=C3)O[C@@H]3CC[C@H](CC3)NC(OC(C)(C)C)=O)N3CC(CC3)O tert-butyl N-[trans-4-[[4-amino-7-(3-hydroxypyrrolidin-1-yl)-5,5-dimethyl-6H-benzo[h]quinazolin-8-yl]oxy]cyclohexyl]carbamate